CN(C)CCC[SiH](O)C 3-(N,N-dimethylamino)propylmethylsilanol